C(C)(C)(C)OC(NC1CC(C1)OC1=CC=C(C=C1)C(C)(C)C1=CC=C(C=C1)OC1=CN=NC(=C1)N1N=CC=N1)=O tert-Butyl((1r,3r)-3-(4-(2-(4-((6-(2H-1,2,3-triazol-2-yl)pyridazin-4-yl)oxy)phenyl)propan-2-yl)phenoxy)cyclobutyl)carbamate